5-fluoro-6-[2-(([3-fluoro-1-(3-fluoro(2-pyridyl))cyclobutyl]methyl)amino)pyrimidin-5-yl]pyridin-3-ol FC=1C=C(C=NC1C=1C=NC(=NC1)NCC1(CC(C1)F)C1=NC=CC=C1F)O